FC(C1=NN(C=C1NC(=O)C=1C=NN2C1N=C(C=C2)N2CCOCC2)C2CCN(CC2)CC=2C(=C1CN(C(C1=CC2)=O)C2C(NC(CC2)=O)=O)F)F N-(3-(difluoromethyl)-1-(1-((2-(2,6-dioxopiperidin-3-yl)-4-fluoro-1-oxoisoindolin-5-yl)methyl)piperidin-4-yl)-1H-pyrazol-4-yl)-5-morpholinopyrazolo[1,5-a]pyrimidine-3-carboxamide